NC1(C(N(N=C1NC)C)(C)N(C)C)C 4-amino-3-dimethylamino-methyl-4-methyl-2-methyl-amino-3-methyl-pyrazole